C[C@H](CCCC(C)C)[C@H]1CC[C@@H]\2[C@@]1(CCC/C2=C\C=C/3\C[C@H](CCC3=C)O)C 9,10-secocholesta-5,7,10(19)-trien-3-ol